C(C)OC(=O)C=1C(=NC(=NC1)SC)N[C@@H]1[C@H](CCC1)O 4-((1S,2S)-2-hydroxycyclopentylamino)-2-(methylthio)pyrimidine-5-carboxylic acid ethyl ester